(E)-((5-(2-(5-((tert-Butyldimethylsilyl)oxy)-1-(tetrahydro-2H-pyran-2-yl)-1H-indazol-3-yl)vinyl)pyridin-2-yl)imino)dimethyl-λ6-sulfanone [Si](C)(C)(C(C)(C)C)OC=1C=C2C(=NN(C2=CC1)C1OCCCC1)/C=C/C=1C=CC(=NC1)N=S(=O)(C)C